C(CCCC)OCCC=O 3-(PENTYLOXY)PROPANAL